3-(1H-Imidazol-5-yl)-2-[[2-methyl-2-(prop-2-enoylamino)propanoyl]amino]propanoic acid, sodium salt [Na+].N1C=NC=C1CC(C(=O)[O-])NC(C(C)(NC(C=C)=O)C)=O